FC(OC1=NN(C(=C1)C)C1=C(C#N)C=CC(=C1)NC1=NC=C(C=C1[N+](=O)[O-])[N+](=O)[O-])F 2-[3-(difluoromethoxy)-5-methyl-pyrazol-1-yl]-4-[(3,5-dinitro-2-pyridyl)amino]benzonitrile